2-(2-phenoxyphenyl)-5-tributylstannylthiophene O(C1=CC=CC=C1)C1=C(C=CC=C1)C=1SC(=CC1)[Sn](CCCC)(CCCC)CCCC